5-chloro-2-(4-bromophenyl)benzoxazole ClC=1C=CC2=C(N=C(O2)C2=CC=C(C=C2)Br)C1